(2-nitrobenzyl)pyrrole-2-formaldehyde [N+](=O)([O-])C1=C(CC2=C(NC=C2)C=O)C=CC=C1